diperoxylisoquinoline O(O)C=1N=C(C2=CC=CC=C2C1)OO